C(C)(C)(C)C=1C=C(C=C(C1O)C)C(C(=O)O)(C)C1=CC(=C(C(=C1)C)O)C(C)(C)C bis(3-tert-butyl-4-hydroxy-5-methylphenyl)propionic acid